3-{5-[(2S)-2-(hydroxymethyl)pyrrolidin-1-yl]-1-oxo-3H-isoindol-2-yl}piperidine-2,6-dione OC[C@H]1N(CCC1)C=1C=C2CN(C(C2=CC1)=O)C1C(NC(CC1)=O)=O